(2,6-dihydroxy-5'-methyl-4-pentyl-1',2',3',4'-tetrahydro-[1,1'-biphenyl]-3-yl)(4-methylpiperazin-1-yl)methanone OC1=C(C(=CC(=C1C(=O)N1CCN(CC1)C)CCCCC)O)C1CCCC(=C1)C